C([C@]1(O)[C@@H](O)[C@H](O)[C@@H](O1)CO)(=O)O α-L-XYLO-2-HEXULOFURANOSONIC ACID